tert-Butyl 4-(2,6-dichloropyrimidin-4-yl)-3-(dideutero(hydroxy)methyl)piperazine-1-carboxylate ClC1=NC(=CC(=N1)N1C(CN(CC1)C(=O)OC(C)(C)C)C(O)([2H])[2H])Cl